(R)-1-(pyridin-3-yl)ethyl (5-(5-amino-6-methylpyridin-2-yl)-3-methylisoxazol-4-yl)carbamate NC=1C=CC(=NC1C)C1=C(C(=NO1)C)NC(O[C@H](C)C=1C=NC=CC1)=O